C1(CC1)N1CCC=2C(=C(C(=NC2C1)N1CC2(CN(C2)C(C=C)=O)CC1)C)C1=C2C=NNC2=CC=C1C 1-(6-(7-cyclopropyl-3-methyl-4-(5-methyl-1H-indazol-4-yl)-5,6,7,8-tetrahydro-1,7-naphthyridin-2-yl)-2,6-diazaspiro[3.4]octan-2-yl)-2-propen-1-one